ClC=1C=NC(=NC1)OC=1C(=C(C#N)C=CC1)S(=O)(=O)CCCC(F)(F)F 3-(5-chloropyrimidin-2-yl)oxy-2-(4,4,4-trifluorobutylsulfonyl)benzonitrile